C(C)OC(=O)C12CN(CC2(C1)C(F)(F)F)C1=CC=C(C2=NSN=C21)C#N 3-(7-Cyanobenzo[c][1,2,5]thiadiazol-4-yl)-5-(trifluoromethyl)-3-azabicyclo[3.1.0]hexane-1-carboxylic acid ethyl ester